C12(OCC(C1)C2)C2=NC(=CC(=N2)Cl)C 2-(2-oxabicyclo[2.1.1]hexan-1-yl)-4-chloro-6-methylpyrimidine